5-([tri(propan-2-yl)silyl]ethynyl)naphthalen-2-ol CC(C)[Si](C(C)C)(C(C)C)C#CC1=C2C=CC(=CC2=CC=C1)O